pyrido[2,3-d]pyrimidine-4-carboxylate N1=CN=C(C2=C1N=CC=C2)C(=O)[O-]